NC[C@H](C)O (S)-1-aminopropane-2-ol